CNCCC(C1=CC=CC=C1)OCC1=CC(=CC=C1)N1CCN(CCC1)C N-methyl-3-((3-(4-methyl-1,4-diazepan-1-yl)benzyl)oxy)-3-phenylpropan-1-amine